N,N'-(3,4-dimethylenehexane-1,6-diyl)bis(piperidine) C=C(CCN1CCCCC1)C(CCN1CCCCC1)=C